C(C)(C)(C)OC(=O)N1CC(C(C1)NC(=O)OCC1=CC=CC=C1)(F)F 4-{[(Phenylmethyloxy)carbonyl]amino}-3,3-difluoropyrrolidine-1-carboxylic acid tert-butyl ester